(trifluoromethyl)-2,5,6,7-tetrahydro-3H-cyclopenta[c]pyridazin-3-one FC(F)(F)N1N=C2C(=CC1=O)CCC2